(2S,5S)-4-(3,3-difluoro-2,2-dimethylpropanoyl)-8-methyl-2,3,4,5-tetrahydro-2,5-methanopyrido[3,4-f][1,4]oxazepine-9-carbonitrile FC(C(C(=O)N1C[C@H]2OC3=C([C@@H]1C2)C=NC(=C3C#N)C)(C)C)F